3,5-diazepinebenzoic acid C1(=CNC=NC=C1)C1=CC=CC=C1C(=O)O